FC=1C=C(C=C(C1)F)C1=CN(C2=NC(=CC=C21)C(=O)N2C(C(NCC2)=O)(C)C)CC(C)C 4-(3-(3,5-difluorophenyl)-1-isobutyl-1H-pyrrolo[2,3-b]pyridine-6-carbonyl)-3,3-dimethylpiperazin-2-one